N-((1H-pyrazol-3-yl)methyl)-6'-fluoro-4'-oxo-3',4'-dihydro-1'H-spiro[piperidine-4,2'-quinoline]-1-carboxamide N1N=C(C=C1)CNC(=O)N1CCC2(NC3=CC=C(C=C3C(C2)=O)F)CC1